(3,3-difluoroazetidin-1-yl)methanone FC1(CN(C1)C=O)F